(2-(benzo-1,4-dioxanesulfonyloxy)ethyl)(trifluoromethanesulfonyl)amide O1C(COC2=C1C=CC=C2)S(=O)(=O)OCC[N-]S(=O)(=O)C(F)(F)F